N1=C(C=NC2=CC=CC=C12)C=1C=NN(C1)C1CC(C1)C=CC#N 3-(3-(4-(quinoxalin-2-yl)-1H-pyrazol-1-yl)cyclobutyl)acrylonitrile